(2S,4R)-6-chloro-4-hydroxy-N-(3-{3-[cis-3-(trifluoromethoxy)cyclobutyl]-1,2-oxazol-5-yl}bicyclo[1.1.1]pent-1-yl)-3,4-dihydro-2H-1-benzopyran-2-carboxamide ClC=1C=CC2=C([C@@H](C[C@H](O2)C(=O)NC23CC(C2)(C3)C3=CC(=NO3)[C@@H]3C[C@@H](C3)OC(F)(F)F)O)C1